1,4-dibromo-12H-benzo[5,6]isoindolo[2,1-a]benzimidazole BrC1=CC=C(C2=C1N1C(=N2)C=2C=C3C(=CC2C1)C=CC=C3)Br